COC=1C=C(C=C(C1)C=1C=NN(C1)C)SC1=CN=C(S1)CNC(OC(C)(C)C)=O tert-butyl ((5-((3-methoxy-5-(1-methyl-1H-pyrazol-4-yl)phenyl)thio)thiazol-2-yl)methyl)carbamate